[6-(3-cyclopropyl-1H-1,2,4-triazol-5-yl)-2-azaspiro[3.3]heptan-2-yl]-[3-[4-[5-[1-(trifluoromethyl)cyclopropyl]-4H-1,2,4-triazol-3-yl]phenyl]azetidin-1-yl]methanone C1(CC1)C1=NNC(=N1)C1CC2(CN(C2)C(=O)N2CC(C2)C2=CC=C(C=C2)C2=NN=C(N2)C2(CC2)C(F)(F)F)C1